methyl-acetoacetic acid ethyl ester C(C)OC(CC(=O)CC)=O